N1C2(C(NC3=CC=CC=C13)=O)CCNCC2 1',4'-dihydro-3'H-spiro[piperidine-4,2'-quinoxalin]-3'-one